5-amino-8-[2-chloro-6-(trifluoromethyl)-4-pyridinyl]-2-[(5-fluoro-2-pyridinyl)methyl]-7-phenyl-[1,2,4]triazolo[4,3-c]pyrimidin-3-one NC1=NC(=C(C=2N1C(N(N2)CC2=NC=C(C=C2)F)=O)C2=CC(=NC(=C2)C(F)(F)F)Cl)C2=CC=CC=C2